2'-C-methylcytidine C[C@]1([C@@H]([C@H](O[C@H]1N2C=CC(=NC2=O)N)CO)O)O